tert-butyl 2-cyclopropyl-4-[5-(5-methoxy-2-methyl-1,3-benzoxazol-6-yl)pyrazin-2-yl]piperazine-1-carboxylate C1(CC1)C1N(CCN(C1)C1=NC=C(N=C1)C1=CC2=C(N=C(O2)C)C=C1OC)C(=O)OC(C)(C)C